N-(3-(3,6-difluoropyridin-2-yl)-1-((1r,4r)-4-ethoxycyclohexyl)-1H-pyrazol-4-yl)-2-(1H-pyrazol-4-yl)thiazole-4-carboxamide benzenesulfonate C1(=CC=CC=C1)S(=O)(=O)O.FC=1C(=NC(=CC1)F)C1=NN(C=C1NC(=O)C=1N=C(SC1)C=1C=NNC1)C1CCC(CC1)OCC